2-(((2-(6-Acetamidopyridin-3-yl)-4-morpholinothieno[3,2-d]pyrimidin-6-yl)methyl)(methyl)amino)-N-hydroxypyrimidine-5-carboxamide C(C)(=O)NC1=CC=C(C=N1)C=1N=C(C2=C(N1)C=C(S2)CN(C2=NC=C(C=N2)C(=O)NO)C)N2CCOCC2